[Ca].[Ca].[Sr].[Ca].[Ba].[Ca] calcium-barium calcium-strontium calcium-calcium